tert-butyl 9-benzyl-1-((tert-butoxycarbonyl) amino)-3,9-diazaspiro[5.5]undecane-3-carboxylate C(C1=CC=CC=C1)N1CCC2(CCN(CC2NC(=O)OC(C)(C)C)C(=O)OC(C)(C)C)CC1